2-benzylcarboxy-4-(4-isobutylbenzylcarboxy)pentane C(C1=CC=CC=C1)C(CC(=O)O)CC(C)C(=O)OCC1=CC=C(C=C1)CC(C)C